N-(5-((8-bromoquinazolin-2-yl)amino)-2-methylphenyl)-4-((4-methylpiperazin-1-yl)methyl)-3-(trifluoromethyl)benzamide BrC=1C=CC=C2C=NC(=NC12)NC=1C=CC(=C(C1)NC(C1=CC(=C(C=C1)CN1CCN(CC1)C)C(F)(F)F)=O)C